5-chloro-1,8-naphthyridine-2-carboxylic acid ClC1=C2C=CC(=NC2=NC=C1)C(=O)O